(triethylsilyl)pentanamide C(C)[Si](CC)(CC)C(C(=O)N)CCC